6-methoxy-4-methylpyridin-2-yl-methanone COC1=CC(=CC(=N1)C=O)C